C1(CC1)C1=CC(=C(C=O)C(=C1)O)OC(F)F 4-cyclopropyl-2-(difluoromethoxy)-6-hydroxy-benzaldehyde